tert-butyl (1R,4R)-5-{6-[(2-methylpyridin-4-yl)amino]-5-nitropyridin-2-yl}-2,5-diazabicyclo[2.2.2]octane-2-carboxylate CC1=NC=CC(=C1)NC1=C(C=CC(=N1)N1[C@H]2CN([C@@H](C1)CC2)C(=O)OC(C)(C)C)[N+](=O)[O-]